ethyl {2-[2-(4-fluorophenyl)ethyl]-1,3-dioxolan-2-yl}acetate FC1=CC=C(C=C1)CCC1(OCCO1)CC(=O)OCC